C1=CN=CC=C1C(=O)NCCN N-(2-aminoethyl)isonicotinamide